5-bromo-7-chloro-1-methyl-1H-indazole-3-carboxylic acid BrC=1C=C2C(=NN(C2=C(C1)Cl)C)C(=O)O